C1=CC=CC=2C3=CC=CC=C3C(C12)COC(=O)NC(C(=O)O)CC1=CC=C(C=C1)[N+](=O)[O-] ((((9H-fluoren-9-yl)methoxy)carbonyl)amino)-3-(4-nitrophenyl)propionic acid